(±)-4-(8-fluoro-3-(methoxymethoxy)naphthalen-1-yl)-2-oxocyclohexane-1-carboxylic acid ethyl ester C(C)OC(=O)C1C(CC(CC1)C1=CC(=CC2=CC=CC(=C12)F)OCOC)=O